FC1=C2C(NC(=NC2=CC(=C1F)NCC(C)(C)OC)CSC1CCOCC1)=O 5,6-Difluoro-7-((2-methoxy-2-methylpropyl)amino)-2-(((tetrahydro-2H-pyran-4-yl)thio)methyl)quinazolin-4(3H)-one